O1CCN(CC1)C1=CC=C(C=C1)S(=O)(=O)NCC1=CC=NC=C1 4-morpholino-N-(pyridin-4-ylmethyl)benzenesulfonamide